FC(CN1CCC(CC1)NC1=CC(=NC=N1)C(=O)C)(F)F (6-((1-(2,2,2-trifluoroethyl)piperidin-4-yl)amino)pyrimidin-4-yl)methyl Ketone